CN(CCN1C=NC2=CC=C(C=C2C1=O)C=1C=CC2=C(N=C(S2)NC(=O)NC2=CC=C(C=C2)F)C1)C 1-(5-(3-(2-(dimethylamino)ethyl)-4-oxo-3,4-dihydro-quinazolin-6-yl)benzo[d]thiazol-2-yl)-3-(4-fluorophenyl)urea